ClC1=C(CCC2=CC=NN2)C(=C(C=C1OC)OC)Cl 5-(2,6-dichloro-3,5-dimethoxyphenethyl)-1H-pyrazol